Cl.[Si].[Al] aluminum-silicon hydrochloric acid